4-PROPOXYCARBONYLPHENYLBORONIC ACID C(CC)OC(=O)C1=CC=C(C=C1)B(O)O